ClC1=C(C=C(C=C1)N1N=C(N=C1CNC(=O)NCC1=NC=NN1C=1C=NC=C(C1)OC)C)F 1-{[1-(4-chloro-3-fluorophenyl)-3-methyl-1H-1,2,4-triazol-5-yl]methyl}-3-{[1-(5-methoxypyridin-3-yl)-1H-1,2,4-triazol-5-yl]methyl}urea